N-hydroxypyridine-amide ONC(=O)C1=NC=CC=C1